bis(tetramethylcyclopentadienyl)hafnium CC=1C(=C(C(C1)(C)[Hf]C1(C(=C(C(=C1)C)C)C)C)C)C